2-[[[4-cyano-7-[4-(pentafluoro-lambda6-sulfanyl)phenyl]-2,3-dihydrobenzofuran-5-yl]amino]methyl]prop-2-enamide C(#N)C1=C(C=C(C2=C1CCO2)C2=CC=C(C=C2)S(F)(F)(F)(F)F)NCC(C(=O)N)=C